BrC1=C(C=C2C=NC(=NC2=C1)NC=1C=NN(C1C)CCF)Cl 7-bromo-6-chloro-N-(1-(2-fluoroethyl)-5-methyl-1H-pyrazol-4-yl)quinazolin-2-amine